4-(4-(hydroxymethyl)pyridin-2-yl)-2-methylbut-3-yn-2-ol OCC1=CC(=NC=C1)C#CC(C)(O)C